(12S)-6-(benzyloxy)-20-nitro-18-(pyridin-4-yl)-6-(trifluoromethyl)-22-oxa-3,4,16,21-tetraazatetracyclo[15.3.1.12,5.012,16]Docosa-1(21),2,4,9,17,19-hexaene C(C1=CC=CC=C1)OC1(C2=NN=C(C=3C(=CC(=C(N4CCC[C@H]4CC=CCC1)N3)C3=CC=NC=C3)[N+](=O)[O-])O2)C(F)(F)F